C12(CC(C1)C2)CN2C(C=1C=C(C(=NC1C=C2)C)C(=O)NCC2=NC=CC=C2)=O 6-(bicyclo[1.1.1]pentan-1-ylmethyl)-2-methyl-5-oxo-N-(pyridin-2-ylmethyl)-5,6-dihydro-1,6-naphthyridine-3-carboxamide